benzyl 2-((benzyloxy) methyl)-4-hydroxybutyrate C(C1=CC=CC=C1)OCC(C(=O)OCC1=CC=CC=C1)CCO